2,5-dimethoxy-4-fluorophenethylamine COC1=C(CCN)C=C(C(=C1)F)OC